BrC1=NC=C(C(=N1)\C=C\OCC)F 2-bromo-4-[(E)-2-ethoxyvinyl]-5-fluoro-pyrimidine